1,3-Undecadien C=CC=CCCCCCCC